3,3-dimethyl-6-((7-((3-methyl-4-(methylsulfonyl)phenyl)amino)-2,6-naphthyridin-1-yl)ethynyl)indolin-2-one CC1(C(NC2=CC(=CC=C12)C#CC1=NC=CC2=CN=C(C=C12)NC1=CC(=C(C=C1)S(=O)(=O)C)C)=O)C